N-(2-amino-6-chloro-phenyl)-4-methyl-1,2,5-oxadiazole-3-carboxamide NC1=C(C(=CC=C1)Cl)NC(=O)C1=NON=C1C